FC1(CN(C[C@H]1OC1=NC=C(C=C1)C(F)(F)F)C=1C=2N(N=C(C1)C=1C(NC(NC1)=O)=O)C=CN2)F (R)-5-(8-(3,3-difluoro-4-((5-(trifluoromethyl)pyridin-2-yl)oxy)pyrrolidin-1-yl)imidazo[1,2-b]pyridazin-6-yl)pyrimidine-2,4(1H,3H)-dione